CC1N(CCOC1)C(=O)OC1CCCC1 cyclopentyl 3-methylmorpholine-4-carboxylate